tetrahydrocurcumin diacetate CC(=O)OC1=C(C=C(C=C1)CCC(=O)CC(=O)CCC2=CC(=C(C=C2)OC(=O)C)OC)OC